O1[C@@H](CC1)CN (S)-oxetane-2-methanamine